1,2,4,5-tetraaminonaphthalene NC1=C(C=C(C2=C(C=CC=C12)N)N)N